4-chloro-2-(methylsulfanyl)pyrimidine tert-butyl-N-[(1r,3r)-3-(4-cyano-3-methoxy-phenoxy)-2,2,4,4-tetramethyl-cyclobutyl]carbamate C(C)(C)(C)OC(NC1C(C(C1(C)C)OC1=CC(=C(C=C1)C#N)OC)(C)C)=O.ClC1=NC(=NC=C1)SC